ClC1=CC=C(OCC(=O)NC2C3CN(C(C2)C3)C(COC3=CC=C(C=C3)Cl)=O)C=C1 2-(4-Chlorophenoxy)-N-(2-(2-(4-chlorophenoxy)acetyl)-2-azabicyclo[2.2.1]heptan-5-yl)acetamid